1-(3-((5-chloro-2-((3-methyl-1-(1-methylpiperidin-4-yl)-1H-pyrazol-4-yl)amino)pyrimidin-4-yl)amino)propyl)-3,3-dimethylazetidin-2-one ClC=1C(=NC(=NC1)NC=1C(=NN(C1)C1CCN(CC1)C)C)NCCCN1C(C(C1)(C)C)=O